C(C1=CC=CC=C1)C1=CC(=C(C=2CCOC21)Br)C2CCC(N2N2C=C(C(C=C2)=O)C(=O)OCC)(C)C ethyl 1-(5-(7-(benzyl)-4-bromo-2,3-dihydrobenzofuran-5-yl)-dimethylpyrrolidin-1-yl)-4-oxo-1,4-dihydropyridine-3-carboxylate